C1(CC1)OC=1C=C(C=CC1)C1=CC(=NN1C1=C(C=C(C=C1)Cl)Cl)COC(C(=O)O)(C)C 2-([5-(3-Cyclopropoxyphenyl)-1-(2,4-dichlorophenyl)-1H-pyrazol-3-yl]methoxy)-2-methylpropanoic acid